N1(N=CC=C1)CC=1C=CC(=NC1OC)C(=O)NS(=O)(=O)C1=C(C(=CC=C1OC)C)OC 5-((1H-pyrazol-1-yl)methyl)-N-((2,6-dimethoxy-3-methylphenyl)sulfonyl)-6-methoxypicolinamide